methyl-(4-nitro-1H-pyrazol-1-yl) picolinate N1=C(C=CC=C1)C(=O)ON1N=C(C(=C1)[N+](=O)[O-])C